3-(4-cyclohexyl)isoquinoline C1CCC(CC1)C=1N=CC2=CC=CC=C2C1